gamma-(N,N-diethoxy)aminopropyl-triethoxysilane C(C)ON(OCC)CCC[Si](OCC)(OCC)OCC